C1(CC1)C(CO)NC(=O)C=1C(N(N=C(C1)C1=CC=C(C=C1)C(F)(F)F)C=1C=NC=CC1)=O N-(1-cyclopropyl-2-hydroxyethyl)-3-oxo-2-(pyridin-3-yl)-6-[4-(trifluoromethyl)phenyl]-2,3-dihydropyridazine-4-carboxamide